O1CCC(CC1)N1C(=NC2=C1C=CC(=C2)C(=O)OCC)NC=2OC1=C(N2)C=CC(=C1)OC(F)(F)F ethyl 1-(tetrahydro-2H-pyran-4-yl)-2-((6-(trifluoromethoxy)-benzo[d]oxazol-2-yl) amino)-1H-benzo[d]imidazole-5-carboxylate